3-isocyanopropyltriethoxyzirconium [N+](#[C-])CCC[Zr](OCC)(OCC)OCC